FC1=CC2=C(NN=C2C=C1)C 5-fluoro-3-methyl-2H-indazole